COC1=CC=C(C=C1)C=1C=CC=2N(C1)N=CC2 6-(4-methoxyphenyl)pyrazolo[1,5-a]pyridine